2-(4-chloro-1H-pyrrolo[2,3-b]pyridin-1-yl)-N-(1-(pyrrolidin-1-ylmethyl)cyclopropyl)butanamide ClC1=C2C(=NC=C1)N(C=C2)C(C(=O)NC2(CC2)CN2CCCC2)CC